N1N=CC(=C1)C1=CC=C(C=C1)NC1=NC(=NC=C1)C1=CC=C2C=C(NC2=C1)C(=O)NC=1C=NOC1 6-(4-((4-(1H-pyrazol-4-yl)phenyl)amino)pyrimidin-2-yl)-N-(isoxazol-4-yl)-1H-indole-2-carboxamide